5-(2-isopropoxy-3-methoxyphenyl)-3-oxo-4-pentenoic acid ethyl ester C(C)OC(CC(C=CC1=C(C(=CC=C1)OC)OC(C)C)=O)=O